4-methoxy-2,2,6,6-tetramethylpiperidine COC1CC(NC(C1)(C)C)(C)C